5-fluoro-7-methyl-1H-indole-1-carboxylate FC=1C=C2C=CN(C2=C(C1)C)C(=O)[O-]